8-(2-chloroethyl)-2-((1-methyl-1H-pyrazol-4-yl)amino)pyrido[2,3-d]pyrimidin-7(8H)-one ClCCN1C(C=CC2=C1N=C(N=C2)NC=2C=NN(C2)C)=O